N-(5-(4-(4-(2-amino-4-(difluoromethyl)pyrimidin-5-yl)-6-morpholino-1,3,5-triazin-2-yl)piperazin-1-yl)-5-oxopentyl)-N,3-dimethylbut-2-enamide NC1=NC=C(C(=N1)C(F)F)C1=NC(=NC(=N1)N1CCOCC1)N1CCN(CC1)C(CCCCN(C(C=C(C)C)=O)C)=O